2-isoPropyl-4,8-dimethylazulen C(C)(C)C1=CC2=C(C=CC=C(C2=C1)C)C